((3,6-dichloro-2-methoxybenzoyl) oxy) iminomalonate N=C(C(=O)OOC(C1=C(C(=CC=C1Cl)Cl)OC)=O)C(=O)[O-]